CSCCCC=O 4-(methylthio)-1-oxobutan